C(CCC(=O)[O-])(=O)[O-].[Mg+2] Magnesium Succinat